BrC1=CC=C2C(=CNC2=C1)C=NCC(OC)OC N-((6-bromo-1H-indol-3-yl)methylene)-2,2-dimethoxyethylamine